(3R)-1-methyl-3-{[2-(1-methyl-1H-pyrazol-4-yl)-7-(trifluoromethyl)[1,2,4]triazolo[1,5-c]quinazolin-5-yl]amino}azepan-2-one tert-butyl-3,5-dichloropyridine-2-carboxylate C(C)(C)(C)OC(=O)C1=NC=C(C=C1Cl)Cl.CN1C([C@@H](CCCC1)NC1=NC=2C(=CC=CC2C=2N1N=C(N2)C=2C=NN(C2)C)C(F)(F)F)=O